C(C)(C)(C)OC(=O)N1CC2(CC1)CN(CC2)C2=NC=NC=C2OC2=C(C=C(C=C2)F)N(C(C(C)C)=O)CC#N 7-(5-(2-(N-(cyanomethyl)isobutyramido)-4-fluorophenoxy)pyrimidin-4-yl)-2,7-diazaspiro[4.4]Nonane-2-carboxylic acid tert-butyl ester